C(CCCCCCC\C=C/C\C=C/CCCCC)(=O)OCC(COC(CCC(OCCCCCCCC)OCCCCCCCC)=O)COC(=O)OCCCN(CC)CC (9Z,12Z)-3-((4,4-bis(octyloxy) butanoyl)oxy)-2-((((3-(diethylamino) propoxy) carbonyl)oxy)methyl)propyl octadeca-9,12-dienoate